dimethyl-taurine triethylamine salt C(C)N(CC)CC.CN(CCS(=O)(=O)O)C